FC1=CN(C(C2=CC(=C(C=C12)C=1N=NC(=CN1)N(C)[C@@H]1[C@@H](C2CC[C@@H](C1)N2)F)O)=O)C 4-fluoro-6-(6-{[(2R,3S,5S)-2-fluoro-8-azabicyclo[3.2.1]octan-3-yl](methyl)amino}-1,2,4-triazin-3-yl)-7-hydroxy-2-methylisoquinolin-1-one